3-((6-(1-Methyl-1H-pyrazol-5-yl)-1-oxoisoquinolin-2(1H)-yl)methyl)-N-(2,2,2-trifluoroethyl)benzamide CN1N=CC=C1C=1C=C2C=CN(C(C2=CC1)=O)CC=1C=C(C(=O)NCC(F)(F)F)C=CC1